BrC=1C=CC2=C(C(=NC(C=3N2C=NN3)O)C3=C(C=CC=C3F)F)C1Cl 8-bromo-7-chloro-6-(2,6-difluorophenyl)-4H-[1,2,4]triazolo[4,3-a][1,4]benzodiazepin-4-ol